(R)-2-Cyclopropyl-5-(2'-methoxy-4'-methyl-3,4,5,6-tetrahydro-2H-[1,3']bipyridinyl-4-yl)-4-methyl-7-(2-trifluoromethyl-benzyl)-2,4,5,7-tetrahydro-pyrazolo[3,4-d]pyrimidin-6-on C1(CC1)N1N=C2N(C(N([C@@H](C2=C1)C)C1CCN(CC1)C=1C(=NC=CC1C)OC)=O)CC1=C(C=CC=C1)C(F)(F)F